methyl 7-[5-chloranyl-2-[2-[6-[4-methoxy-3,3-di(methyl)-1-piperidyl]-2,6-di(methyl)-4-oxidanylidene-7,8-dihydro-5H-quinazolin-3-yl]ethoxy]phenyl]thieno[3,2-b]pyridine-3-carboxylate ClC=1C=CC(=C(C1)C1=C2C(=NC=C1)C(=CS2)C(=O)OC)OCCN2C(=NC=1CCC(CC1C2=O)(C)N2CC(C(CC2)OC)(C)C)C